(S)-3-((benzyloxy)carbonyl)-2-oxoimidazolidine-4-carboxylic acid C(C1=CC=CC=C1)OC(=O)N1C(NC[C@H]1C(=O)O)=O